5-chloro-2,4-dinitrotoluene ClC=1C(=CC(=C(C)C1)[N+](=O)[O-])[N+](=O)[O-]